methyl (2RS)-2-(6-bromo-7-fluoro-indazol-2-yl)-2-(5-fluoro-2-methoxy-phenyl)acetate BrC=1C=CC2=CN(N=C2C1F)[C@@H](C(=O)OC)C1=C(C=CC(=C1)F)OC |r|